CC1=NN(C2=CC=C(C=C12)B1OC(C(O1)(C)C)(C)C)CC(=O)OC(C)(C)C tert-butyl 2-[3-methyl-5-(4,4,5,5-tetramethyl-1,3,2-dioxaborolan-2-yl)indazol-1-yl]acetate